NC=1C=C(C=CC1F)C(N[S@](=O)C(C)(C)C)C1=CC(=CC=C1)C#N (R)-N-((3-amino-4-fluorophenyl)(3-cyanophenyl)methyl)-2-methylpropane-2-sulfinamide